diammonium tri(2,2,2-trifluoroacetate) FC(C(=O)[O-])(F)F.FC(C(=O)O)(F)F.FC(C(=O)[O-])(F)F.[NH4+].[NH4+]